4-(3-aminophenoxy)-N-(2-methoxyphenyl)-5-[4-(trifluoromethyl)phenyl]pyrimidin-2-amine NC=1C=C(OC2=NC(=NC=C2C2=CC=C(C=C2)C(F)(F)F)NC2=C(C=CC=C2)OC)C=CC1